F[C@H]1[C@H](CN(C1)C1=NC=2[C@H](CN(CC2C=C1)C1=C2C(=NC(=C1)C)N(N=C2)C)C)N (3S,4R)-4-fluoro-1-[(8S)-6-(1,6-dimethylpyrazolo[3,4-b]pyridin-4-yl)-8-methyl-7,8-dihydro-5H-1,6-naphthyridin-2-yl]pyrrolidin-3-amine